1-(4-methoxyphenyl)-1H-phenanthroline COC1=CC=C(C=C1)N1CC=CC2=CC=C3C=CC=NC3=C12